3-(4-sec-butylcyclopent-1-en-1-yl)-2-methylpropanal C(C)(CC)C1CC=C(C1)CC(C=O)C